(1-(2-((R)-1-hydroxyethyl)-6-p-toluenesulfonylimidazo[4,5-d]pyrrolo[2,3-b]pyridin-1(6H)-yl)azepan-4-yl)acetonitrile O[C@H](C)C1=NC=2C(=C3C(=NC2)N(C=C3)S(=O)(=O)C3=CC=C(C)C=C3)N1N1CCC(CCC1)CC#N